3-methyl-3-hexyl-acrylic acid CC(=CC(=O)O)CCCCCC